tert-butyl ((S)-1-((2S,4R)-2-(5-(4-bromobenzyl)-1H-imidazol-2-yl)-4-hydroxypyrrolidin-1-yl)-3,3-dimethyl-1-oxobutan-2-yl)carbamate BrC1=CC=C(CC2=CN=C(N2)[C@H]2N(C[C@@H](C2)O)C([C@H](C(C)(C)C)NC(OC(C)(C)C)=O)=O)C=C1